ClC=1C(=C2C(=NC1)NC(=N2)C2=CC=C(C=C2)N2CCN(CC2)CC2=NC=CC=C2)N[C@@H]2CN(CC2)CCC 6-Chloro-N-[(3S)-1-propylpyrrolidin-3-yl]-2-{4-[4-(pyridin-2-ylmethyl)piperazin-1-yl]phenyl}-3H-imidazo[4,5-b]pyridin-7-amine